BrC1=CC(=CC2=C1N(C(=N2)C(F)F)[C@@H](CF)C)C(=O)NC2=CC=C(C=C2)OC(F)(F)Cl (R)-7-bromo-N-(4-(chlorodifluoromethoxy)phenyl)-2-(difluoromethyl)-1-(1-fluoroprop-2-yl)-1H-benzo[d]imidazole-5-carboxamide